6-oxohexanoic acid O=CCCCCC(=O)O